C(#N)C1=C(OC2=C(C=C(C=C2C1=O)C)C(C)NC1=C(C(=O)OC(C)(C)C)C=CC=C1)N1CCC(CC1)(C)C tert-butyl 2-[1-[3-cyano-2-(4,4-dimethyl-1-piperidyl)-6-methyl-4-oxo-chromen-8-yl]ethylamino]benzoate